O=C(C(=O)O)OCC(F)(F)F 2-Oxo-2-(2,2,2-trifluoroethoxy)acetic acid